FC=1C(=C(C=CC1F)[C@@H]1[C@@H](O[C@@]([C@@H]1C)(C(F)(F)F)C)C(=O)NC1=CC(=NC(=C1)F)C(=O)N)OC 4-[[(2R,3r,4r,5s)-3-(3,4-difluoro-2-methoxy-phenyl)-4,5-dimethyl-5-(trifluoromethyl)tetrahydrofuran-2-carbonyl]amino]-6-fluoro-pyridine-2-carboxamide